C1(CC1)N1C(C2=CC=C(C=C2C(=C1)I)N1CC(C1)C#N)=O 1-(2-cyclopropyl-4-iodo-1-oxo-1,2-dihydroisoquinolin-6-yl)azetidine-3-carbonitrile